C(C(C)C)C([O-])CC(C)C diisobutyl-methanolate